C(C)(=O)N1CCC(CC1)C(=O)N(C1=CC(=C(C=C1)C)Cl)CCCN1CCC(CC1)CC1=CC=C(C=C1)C(N)=O 1-acetyl-N-[3-[4-[(4-carbamoylphenyl)methyl]piperidin-1-yl]propyl]-N-(3-chloro-4-methylphenyl)piperidine-4-carboxamide